6-Chloro-3-[1-[2-(3,4-difluorophenyl)-3-methyl-4-oxo-6-(trifluorometh-yl)chromen-8-yl]ethyl-amino]pyridine-2-carboxylic acid ClC1=CC=C(C(=N1)C(=O)O)NC(C)C=1C=C(C=C2C(C(=C(OC12)C1=CC(=C(C=C1)F)F)C)=O)C(F)(F)F